2,6-Dichloro-5-fluoropyrimidin-4-amine ClC1=NC(=C(C(=N1)N)F)Cl